(R)-tert-butyl (1-(5-(3-chlorobenzyl)-4-(3-(1-trityl-1H-imidazol-4-yl)propyl)-4H-1,2,4-triazol-3-yl)-2-(1H-indol-3-yl)ethyl)carbamate ClC=1C=C(CC=2N(C(=NN2)[C@@H](CC2=CNC3=CC=CC=C23)NC(OC(C)(C)C)=O)CCCC=2N=CN(C2)C(C2=CC=CC=C2)(C2=CC=CC=C2)C2=CC=CC=C2)C=CC1